(4-(7-methoxyquinolin-4-yl)piperazin-1-yl)(1-(4-methoxyphenylcarbonyl)piperidin-3-yl)methanone COC1=CC=C2C(=CC=NC2=C1)N1CCN(CC1)C(=O)C1CN(CCC1)C(=O)C1=CC=C(C=C1)OC